[Cl-].C(C(=C)C)(=O)OCC[NH+](C)C Methacryloyloxyethyl-dimethyl-ammonium chloride